FC1=C2C(=NN(C2=CC=C1)CC1=NC(=NO1)C1=CC=C(C=C1)F)C1CN(C1)C(=O)OC(C)(C)C tert-Butyl 3-(4-fluoro-1-{[3-(4-fluorophenyl)-1,2,4-oxadiazol-5-yl]methyl}-1H-indazol-3-yl)azetidine-1-carboxylate